5-cyclopropyl-4-((((3s,4s)-3-fluoropiperidin-4-yl)oxy)methyl)-3-(2-(trifluoromethoxy)phenyl)isoxazole hydrochloride Cl.C1(CC1)C1=C(C(=NO1)C1=C(C=CC=C1)OC(F)(F)F)CO[C@@H]1[C@H](CNCC1)F